NC=1C(=NC(=CN1)C1=CC(=C(C=C1)C1CCOCC1)CN(C)C)C=1C=C2C(=C(NC(C2=CC1F)=O)C)F 6-(3-amino-6-(3-((dimethylamino)methyl)-4-(tetrahydro-2H-pyran-4-yl)phenyl)pyrazin-2-yl)-4,7-difluoro-3-methylisoquinolin-1(2H)-one